The molecule is a benzoate ester obtained by formal condensation of the carboxy group of anthranilic acid with the hydroxy group of butanol. Found in several fruit species, it is used as a flavouring and fragrance agent and also exhibits insect repellent properties. It has a role as a flavouring agent, an insect repellent, a fragrance and a plant metabolite. It is a benzoate ester and a substituted aniline. It derives from an anthranilic acid and a butan-1-ol. CCCCOC(=O)C1=CC=CC=C1N